1-decyl-3-methylimidazolium chloride iodide [I-].[Cl-].C(CCCCCCCCC)N1C=[N+](C=C1)C.C(CCCCCCCCC)N1C=[N+](C=C1)C